C1(CC1)N1CC2=CC=C(C=C2C1=O)OC1=C(C=C2CC[C@H](C2=C1)OP(=O)(N1CC1)N1CC1)[N+](=O)[O-] Di(aziridin-1-yl)phosphinic acid (R)-6-((2-cyclopropyl-3-oxoisoindolin-5-yl) oxy)-5-nitro-2,3-dihydro-1H-inden-1-yl ester